FC=1C=C(C=CC1)[C@@H]1N(CCC1)C=1C=CC=2N(N1)C(=CN2)C2=CC=CC(=N2)N2CCN(CC2)CC=2C=C(C=CC2)N2C(NC(CC2)=O)=O (R)-1-(3-((4-(6-(6-(2-(3-fluorophenyl)pyrrolidin-1-yl)imidazo[1,2-b]pyridazin-3-yl)pyridin-2-yl)piperazin-1-yl)methyl)phenyl)dihydropyrimidine-2,4(1H,3H)-dione